C1(CCCC1)C(=O)NC1=CC(=NC=N1)NC1=CC(=C2C(=[N+]1[O-])C1(NC2=O)CCCCC1)C 2'-((6-(cyclopentanecarboxamido)pyrimidin-4-yl)amino)-4'-methyl-5'-oxo-5',6'-dihydrospiro[cyclohexane-1,7'-pyrrolo[3,4-b]pyridine] 1'-oxide